ClC1=CC=C2C(=C1)NC[C@]21[C@H](N[C@@]([C@H]1C1=C(C(=CC=C1)Cl)F)(C(=O)O)C)CC(C)(C)C (2'R,3R,4'R,5'S)-6-chloro-4'-(3-chloro-2-fluorophenyl)-2'-(2,2-dimethylpropyl)-5'-methyl-1,2-dihydrospiro[indole-3,3'-pyrrolidine]-5'-carboxylic acid